2-{[1-ethyl-3-(trifluoromethyl)pyrazol-4-ylsulfonyl]-4H,6H-pyrrolo[3,4-c]pyrazol-5-yl}-3-hydroxy-2-phenylpropan-1-one C(C)N1N=C(C(=C1)S(=O)(=O)C1=C2C(=NN1)CN(C2)C(C=O)(CO)C2=CC=CC=C2)C(F)(F)F